N1-(3-(benzo[d][1,3]dioxol-5-yl)-1H-pyrazol-5-yl)-2-methoxy-N4-(1-methylpiperidin-4-yl)benzene-1,4-diamine O1COC2=C1C=CC(=C2)C2=NNC(=C2)NC2=C(C=C(C=C2)NC2CCN(CC2)C)OC